CN1C([C@H](COC2=C1C=CC=C2)NC(=O)C=2N=CC1=C(N2)C2(CCCC2)OC1)=O N-[(3S)-5-methyl-4-oxo-2,3-dihydro-1,5-benzoxazepin-3-yl]spiro[5H-furo[3,4-d]pyrimidine-7,1'-cyclopentane]-2-carboxamide